4-chloro-N-(6-(3-fluoropyridin-4-yl)-5-(pyridin-3-yl)-1,2,4-triazin-3-yl)thiazol-2-amine ClC=1N=C(SC1)NC=1N=NC(=C(N1)C=1C=NC=CC1)C1=C(C=NC=C1)F